C(C#C)C1CNCCN2CCCC2CNC2CC=CCCN(C(CNCCNCCN3CCCC3CNC3(CCC3)CNCCNC(CCN1)C(=O)N)CC1=CC=C(C=C1)C)C2 13-prop-2-ynyl-38-(p-tolylmethyl)spiro[2,8,11,14,18,21,24,30,33,36,39-undecazatetracyclo[37.5.1.04,8.026,30]pentatetracont-42-ene-23,1'-cyclobutane]-17-carboxamide